N-[(7-hydroxy-5-(2-phenylethyl)-1,2,4-triazolo[1,5-a]pyridin-8-yl)carbonyl]-glycine OC1=C(C=2N(C(=C1)CCC1=CC=CC=C1)N=CN2)C(=O)NCC(=O)O